4-(2-(diphenylamino)-2-oxoethyl)-1-(7-fluoroindoline-1-carbonyl)piperidine-4-carboxylic acid C1(=CC=CC=C1)N(C(CC1(CCN(CC1)C(=O)N1CCC2=CC=CC(=C12)F)C(=O)O)=O)C1=CC=CC=C1